C1CC(=O)N(C1=O)OC(=O)OCC2=CC=CC=C2 benzyl 2,5-dioxopyrrolidin-1-ylcarbonate